copper-vanadium molybdenum [Mo].[V].[Cu]